tert-Butyl (6,7-dichloro-3-(1-(tetrahydro-2H-pyran-2-yl)-1H-pyrazol-4-yl)-1H-indol-4-yl)carbamate ClC1=CC(=C2C(=CNC2=C1Cl)C=1C=NN(C1)C1OCCCC1)NC(OC(C)(C)C)=O